N1=C(C=CC=C1)C1=CC=C(C=C1)CN (4-(pyridin-2-yl)phenyl)methylamine